C1(CC1)C1=C(N=NC(=C1)N[C@H]1CN(CCC1)C([2H])([2H])[2H])C1=C(C=C(C=C1)C#C)O (R)-2-(4-cyclopropyl-6-((1-(methyl-d3)piperidin-3-yl)amino)pyridazin-3-yl)-5-ethynylphenol